3-amino-N-{2-[3-amino-4-(1,1-difluoro-2-methoxyethyl)pyrrolidin-1-yl]-5,6,7,8-tetrahydroquinolin-6-yl}-5-fluoro-6-methylthieno[2,3-b]pyridine-2-carboxamide NC1=C(SC2=NC(=C(C=C21)F)C)C(=O)NC2CC=1C=CC(=NC1CC2)N2CC(C(C2)C(COC)(F)F)N